NC1=NC=C(C(=N1)N)OC=1C(=CC(=C(C1)N1C(=NC=C1)S)OC)C(C)C 1-[5-(2,4-Diamino-pyrimidin-5-yloxy)-4-isopropyl-2-methoxy-phenyl]-1H-imidazole-2-thiol